2-difluoromethyl-N-[3-(7-{[(3S,4R)-3-fluoro-1-methylpiperidin-4-yl]amino}-3-(2,2,2-trifluoroethyl)pyrazolo[1,5-a]pyridin-2-yl)prop-2-yn-1-yl]-1-methyl-1H-imidazole-4-carboxamide FC(C=1N(C=C(N1)C(=O)NCC#CC1=NN2C(C=CC=C2N[C@H]2[C@H](CN(CC2)C)F)=C1CC(F)(F)F)C)F